[(2S)-1-methoxypropan-2-yl]amine COC[C@H](C)N